ClC1=C(C(=O)N[C@H](C(=O)OCC2=CC=CC=C2)CC2=CC(=CC=C2)S(=O)(=O)C)C(=CC(=C1)C#CP(=O)(C1=CC(=CC=C1)O)OCC)Cl benzyl (2s)-2-(2,6-dichloro-4-((ethoxy(m-hydroxyphenyl)phosphoryl)ethynyl)benzamido)-3-(3-(methylsulfonyl)phenyl)propionate